1-ethoxyethoxy-2-propanol C(C)OC(C)OCC(C)O